6-(1-((3'-Cyano-[1,1'-biphenyl]-4-yl)methyl)-4-fluoro-1H-indol-7-carboxamido)spiro[3.3]-heptan C(#N)C=1C=C(C=CC1)C1=CC=C(C=C1)CN1C=CC2=C(C=CC(=C12)C(=O)NC1CC2(CCC2)C1)F